C(C1CO1)OCCC[Si](OCC)(OCC)CC 3-Glycidyloxypropyl-ethyldiethoxysilan